methyl 3-(cyclopropylmethyl)-4,5-dihydroisoxazole-5-carboxylate C1(CC1)CC1=NOC(C1)C(=O)OC